tert-Butyl 2-(2-bromo-4-oxo-6,7-dihydrothieno[3,2-c]pyridin-5(4H)-yl)acetate BrC1=CC=2C(N(CCC2S1)CC(=O)OC(C)(C)C)=O